Cl.CC1=NC(=CC=C1)C#CC1=CC=CC=C1 2-methyl-6-(phenylethynyl)-pyridine HCl